2-(2-(3-amino-4-methylphenyl)-1H-benzo[d]imidazol-6-yl)-2-methyl-propanenitrile NC=1C=C(C=CC1C)C1=NC2=C(N1)C=C(C=C2)C(C#N)(C)C